2,2-Dicyclopropylacetic acid C1(CC1)C(C(=O)O)C1CC1